6-((R)-2-methylmorpholino)-2-((S)-2-(thiophen-3-ylmethyl)azepan-1-yl)pyrimidin-4(3H)-one C[C@H]1OCCN(C1)C1=CC(NC(=N1)N1[C@@H](CCCCC1)CC1=CSC=C1)=O